1H-Pyrazolo[4,3-c]quinoline-8-carboxylic acid N1N=CC=2C=NC=3C=CC(=CC3C21)C(=O)O